C(CCCCCCCCCCC)(=O)[O-] dodecanoat